C(C)C1=C(C(=O)O)C=CC(=C1)N1CCN(CC1)CC1=C(C=CC(=C1)[N+](=O)[O-])C1=CC=C(C=C1)Cl.ClC(CNC(=N)N)CCCCl 1-(2,5-dichloropentyl)guanidine Ethyl-4-(4-((4'-chloro-4-nitro-[1,1'-biphenyl]-2-yl)methyl)piperazin-1-yl)benzoate